2-(3-fluorophenyl)cyclopentanone FC=1C=C(C=CC1)C1C(CCC1)=O